5-bromo-2H-phthalazin-1-one BrC1=C2C=NNC(C2=CC=C1)=O